ClC=1C=NC(=C(C(=O)NC2CCC(CC2)CN2C(N(C=3C2=NC=CC3)C3=C(C=CC=C3)Cl)=O)C1)C(F)F 5-chloro-N-((1r,4r)-4-((1-(2-chlorophenyl)-2-oxo-1H-imidazo[4,5-b]pyridin-3(2H)-yl)methyl)cyclohexyl)-2-(difluoromethyl)nicotinamide